(rac)-tert-Butyl 6-(6-(tert-butyl)pyridin-2-yl)-2-azaspiro[3.4]octane-2-carboxylate C(C)(C)(C)C1=CC=CC(=N1)[C@H]1CC2(CN(C2)C(=O)OC(C)(C)C)CC1 |r|